(2R,3S,4R,5R)-5-(2,4-dioxo-3,4-dihydropyrimidin-1(2H)-yl)-4-hydroxy-2-(hydroxymethyl)tetrahydrofuran-3-yl methanesulfinate CS(=O)O[C@@H]1[C@H](O[C@H]([C@@H]1O)N1C(NC(C=C1)=O)=O)CO